S(OC1=CC=C(C=C1)OCC1=C(C=C(C=C1F)N1N=CN=C1)C#N)(=O)(=O)F 4-((2-cyano-6-fluoro-4-(1H-1,2,4-triazol-1-yl)benzyl)oxy)phenyl sulfurofluoridate